C(C1=CC=CC=C1)C=1C=NC(=NC1)CCC=1C=NN2C1C=CC(=C2)C=2C=NN(C2)C 3-(2-(5-benzyl-pyrimidin-2-yl)ethyl)-6-(1-methyl-1H-pyrazol-4-yl)pyrazolo[1,5-a]pyridine